11-(trichlorosilyl)undecyl-2-bromo-2-methylpropanoate Cl[Si](CCCCCCCCCCCOC(C(C)(C)Br)=O)(Cl)Cl